FC1=C(C=CC(=C1)C=1C=NC=CC1)CNC 1-(2-fluoro-4-(pyridin-3-yl)phenyl)-N-methylmethanamine